O=C(CC)N[C@@H]([C@@H](C)CC)C(=O)NCC(=O)N[C@@H](CC(C)C)C(=O)N N-(1-oxo-propyl)-L-isoleucyl-glycyl-L-leucinamide